lauryl-dimethyl(ethylbenzyl)ammonium chloride [Cl-].C(CCCCCCCCCCC)[N+](C(C1=CC=CC=C1)CC)(C)C